S=C1NC=CC=C1C=O 2-THIOXO-1,2-DIHYDROPYRIDINE-3-CARBALDEHYDE